C(CCCCCCC)OC1=C(C(=O)C2=CC=C(C=C2)OC)C=CC=C1 octyloxy-4'-methoxybenzophenone